N-(3-bromo-2-methylphenyl)-3-(chloromethyl)-1,7-naphthyridin-8-amine BrC=1C(=C(C=CC1)NC=1N=CC=C2C=C(C=NC12)CCl)C